CC(CCN(CC(=O)O)C)CCCC(C)C N-(3,7-dimethyloctyl)-N-methylglycine